(R)-1-(2,5-difluoropyridin-3-yl)ethyl (1-methyl-4-(5-(2,3,6-trifluoroisonicotinamido)pyridin-2-yl)-1H-1,2,3-triazol-5-yl)carbamate CN1N=NC(=C1NC(O[C@H](C)C=1C(=NC=C(C1)F)F)=O)C1=NC=C(C=C1)NC(C1=C(C(=NC(=C1)F)F)F)=O